2-bromo-1-(5-bromo-2-chlorophenyl)ethan-1-one BrCC(=O)C1=C(C=CC(=C1)Br)Cl